1-benzyl-3-oxooctahydro-5H-pyrrolo[3,2-c]pyridine-5-carboxylic acid tert-butyl ester C(C)(C)(C)OC(=O)N1CC2C(CC1)N(CC2=O)CC2=CC=CC=C2